rel-(3s,4s)-N-[4-[1-methyl-7-[4-(4-methylpiperazin-1-yl)anilino]-2-oxo-4H-pyrimido[4,5-d]pyrimidin-3-yl]-3-piperidinyl]carbamic acid tert-butyl ester C(C)(C)(C)OC(N[C@H]1CNCC[C@@H]1N1C(N(C2=NC(=NC=C2C1)NC1=CC=C(C=C1)N1CCN(CC1)C)C)=O)=O |o1:7,12|